COC=1C=C2CCN(CC2=CC1NC1=NC=C2C(=N1)N(N=C2)[C@@H]2CC[C@H]1CN([C@@H]21)C(C)=O)C 1-((1S,4R,5R)-4-(6-((6-methoxy-2-methyl-1,2,3,4-tetrahydroisoquinolin-7-yl)amino)-1H-pyrazolo[3,4-d]pyrimidin-1-yl)-6-azabicyclo[3.2.0]heptan-6-yl)ethan-1-one